CN(CC(CNC(C(=C)C)=O)O)C N-[3-(dimethylamino)-2-hydroxypropyl]-methacrylamide